tert-butyl (3aS,6aS)-5-(2-amino-5-fluoro-4-(2-morpholinopyrimidin-5-yl)phenyl)hexahydropyrrolo[3,4-b]pyrrole-1(2H)-carboxylate NC1=C(C=C(C(=C1)C=1C=NC(=NC1)N1CCOCC1)F)N1C[C@H]2N(CC[C@H]2C1)C(=O)OC(C)(C)C